ClCCCC(C(=O)NC1=NN(N=C1)C1=CN=NC=C1)CC=1C=NC(=CC1)F 5-Chloro-2-((6-fluoropyridin-3-yl)methyl)-N-(2-(pyridazin-4-yl)-2H-1,2,3-triazol-4-yl)pentanamide